O=C1C(=C(OC2=C1C=CC=C2)C2=CC=CC=C2)OCC(=O)O 2-((4-oxo-2-phenyl-4H-benzopyran-3-yl)oxy)acetic acid